4-(cyclopropylethynyl)-7-(4,4,5,5-tetramethyl-1,3,2-dioxaborolan-2-yl)-4-(trifluoromethyl)-1H-benzo[d][1,3]oxazin-2(4H)-one C1(CC1)C#CC1(C2=C(NC(O1)=O)C=C(C=C2)B2OC(C(O2)(C)C)(C)C)C(F)(F)F